4'-(1H-indole-2-carbonyl)-13'-[2-(trifluoromethoxy)ethyl]-4',8',9',13'-tetraazaspiro[cyclopropane-1,12'-tricyclo[7.5.0.02,7]tetradecane] N1C(=CC2=CC=CC=C12)C(=O)N1CC2C3CN(C4(CCN3NC2CC1)CC4)CCOC(F)(F)F